C(#N)CC1(CCCCC1)C#N 1-(cyanomethyl)cyclohexane-1-carbonitrile